ClC1=C(C=C2C(=C(N(C2=C1)C)C1=NN=C(N1)C(F)(F)F)N1C=NC=C1)O 6-chloro-3-(1H-imidazol-1-yl)-1-methyl-2-(5-(trifluoromethyl)-4H-1,2,4-triazol-3-yl)-1H-indol-5-ol